N-[3-Fluoro-4-[6-methoxy-7-(2-methoxyethoxy)pyrido[3,2-d]pyrimidin-4-yl]oxyphenyl]-1-(4-fluorophenyl)-6-methyl-2-oxopyridine-3-carboxamide FC=1C=C(C=CC1OC=1C2=C(N=CN1)C=C(C(=N2)OC)OCCOC)NC(=O)C=2C(N(C(=CC2)C)C2=CC=C(C=C2)F)=O